3,5-di-O-benzoyl-2-deoxy-2-fluoro-alpha-D-ribofuranosyl chloride C(C1=CC=CC=C1)(=O)O[C@H]1[C@H]([C@H](O[C@@H]1COC(C1=CC=CC=C1)=O)Cl)F